[Na].[Fe].[S] sulfur iron sodium